CSC1CCCCO1 6-(methylthio)tetrahydro-2H-pyran